NC1=NC=NN2C1=C(C=C2C=2C(=CC(=C(C(=O)N[C@@H]1CN(C[C@@H]1F)C(CC(C(F)(F)F)(C)O)=O)C2)OC)F)C(F)(F)F 5-[4-amino-5-(trifluoromethyl)pyrrolo[2,1-f][1,2,4]triazin-7-yl]-4-fluoro-N-[(3R,4S)-4-fluoro-1-(4,4,4-trifluoro-3-hydroxy-3-methylbutanoyl)pyrrolidin-3-yl]-2-methoxybenzamide